C1(=CC=CC=C1)C(=[Hf](C1C2=CC(=CC=C2C=2C=CC(=CC12)C(C)(C)C)C(C)(C)C)C1C=CC=C1)C1CCCCC1 (phenyl)(cyclohexyl)methylene(cyclopentadienyl)(2,7-di-tert-butylfluoren-9-yl)hafnium